C(C1=CC=CC=C1)N(CCC(=C)C1=CC=CC=C1)C N-benzyl-N-methyl-3-phenylbut-3-en-1-amine